ClC1=CC=NC2=CC(=CC=C12)N1N=CC=C1 4-chloro-7-(1H-pyrazol-1-yl)quinoline